1-methyl-1,2,3,4-tetrazol CN1N=NN=C1